N-((1r,4r)-4-((5-(1-(2,2-difluoroethyl)-1H-benzo[d][1,2,3]triazol-6-yl)-7H-pyrrolo[2,3-d]pyrimidin-2-yl)amino)-1-methylcyclohexyl)acetamide FC(CN1N=NC2=C1C=C(C=C2)C2=CNC=1N=C(N=CC12)NC1CCC(CC1)(C)NC(C)=O)F